2-(dimethylamino)bromoethane hydrochloride Cl.CN(CCBr)C